(5S)-6-tert-Butoxy-5-[(3R)-1-tert-butoxycarbonylpyrrolidin-3-yl]-6-oxo-hexanoic acid C(C)(C)(C)OC([C@@H](CCCC(=O)O)[C@@H]1CN(CC1)C(=O)OC(C)(C)C)=O